C1(=CC=CC=C1)S(=O)(=O)C(C(=O)O)CC 2-benzenesulfonylbutyric acid